COC=1C(=C2C=CNC2=C(C1)C)CN1C(CC2(CCOC2)CC1)C1=CC=C(C(=O)O)C=C1 4-(8-((5-methoxy-7-methyl-1H-indol-4-yl)methyl)-2-oxa-8-azaspiro[4.5]decan-7-yl)benzoic acid